N-((2,5-difluorophenyl)sulfonyl)-4-(5-(trifluoromethyl)-1,2,4-oxadiazol-3-yl)benzamide FC1=C(C=C(C=C1)F)S(=O)(=O)NC(C1=CC=C(C=C1)C1=NOC(=N1)C(F)(F)F)=O